COC1=NC=C(C=C1NC1=NNC2=CC(=CC=C12)[C@@H]1C[C@@]12C(NC1=CC=C(C=C21)OC)=O)OC (1R,2S)-2-{3-[(2,5-dimethoxypyridin-3-yl)amino]-1H-indazol-6-yl}-5'-methoxyspiro[cyclopropane-1,3'-indol]-2'(1'H)-one